N-(5-(3-methoxyphenyl)-1,3,4-thiadiazol-2-yl)-1-ethyl-4-hydroxy-2-quinolone-3-carboxamide COC=1C=C(C=CC1)C1=NN=C(S1)NC(=O)C=1C(N(C2=CC=CC=C2C1O)CC)=O